(E)-1-((1s,6s)-3,6-dimethylcyclohex-3-en-1-yl)-2-methylpent-1-en-3-one CC=1C[C@@H]([C@H](CC1)C)\C=C(\C(CC)=O)/C